5-(2-chlorophenyl)-1,2-oxazol ClC1=C(C=CC=C1)C1=CC=NO1